C(C)(C)OC1=NC(=CC=C1NC(=O)C1(CN(C1)S(N)(=O)=O)C1=C(C=CC=C1)C(C)C)C N-(2-isopropoxy-6-methylpyridin-3-yl)-3-(2-isopropylphenyl)-1-sulfamoylazetidine-3-carboxamide